CN(C)CC1=C(C#N)C=C(C=C1)B1OC(C(O1)(C)C)(C)C 2-[(dimethylamino)methyl]-5-(4,4,5,5-tetramethyl-1,3,2-dioxaborolan-2-yl)benzonitrile